C(C)(C)(C)OC(=O)N1C[C@H](CC1)[C@@H](C(=O)OC(C)(C)C)CC=1C=C2C(=NN(C2=CC1)COCC[Si](C)(C)C)C=O (3R)-3-[(2S)-1-(tert-butoxy)-3-(3-formyl-1-{[2-(trimethylsilyl)ethoxy]methyl}-1H-indazol-5-yl)-1-oxopropane-2-yl]pyrrolidine-1-carboxylic acid tert-butyl ester